COC(=O)C=1SC(=CC1C)C1=C(C=CC=C1)C(=O)OC 5-(2-(methoxycarbonyl)phenyl)-3-methylthiophene-2-carboxylic acid methyl ester